6-(D-2-isopentenyl)adenine C(C=C(C)C)C1(C2=NC=NC2=NC=N1)N